BrC1=CN=CC(=N1)C=1N=C2N(N=C(C(=C2)OC)C2CC(C2)(F)F)C1 (6-bromopyrazin-2-yl)-6-(3,3-difluorocyclobutyl)-7-methoxyimidazo[1,2-b]pyridazine